methyl 4-bromo-2,5-dimethylbenzoate BrC1=CC(=C(C(=O)OC)C=C1C)C